5-(2,3',5'-trifluoro-biphenyl-4-yl)-3,6-dihydro-2H-1,3,4-oxadiazin-2-one FC1=C(C=CC(=C1)C1=NNC(OC1)=O)C1=CC(=CC(=C1)F)F